5-methylsulfonyl-2-(prop-2-ynylamino)phenol CS(=O)(=O)C=1C=CC(=C(C1)O)NCC#C